C(C1=CC=CC=C1)OC=1C(=NC=CC1)C1=C(C=CC=C1)S(=O)(=O)N (3-benzyloxypyridin-2-yl)-benzene-sulfonamide